CN1N=CC2=CC=CC(=C12)NS(=O)(=O)C=1C=NC(=CC1)N1C(OCC1)=O N-(1-methyl-1H-indazol-7-yl)-6-(2-oxooxazolidin-3-yl)pyridine-3-sulfonamide